5-[2-methyl-8-(trifluoromethyl)imidazo[1,2-a]Pyridin-6-yl]Pyridin-3-ol CC=1N=C2N(C=C(C=C2C(F)(F)F)C=2C=C(C=NC2)O)C1